2-isopentyl-1,4-diazacycloheptane C(CC(C)C)C1NCCCNC1